6-bromo-6,6-dideuterohexanoic acid BrC(CCCCC(=O)O)([2H])[2H]